1-methyl-3-isopropyl-4-phenyl-3,4-dihydroquinolin-2(1H)-one CN1C(C(C(C2=CC=CC=C12)C1=CC=CC=C1)C(C)C)=O